N-(1-(3-(1-isopropyl-1H-pyrazol-4-yl)-5-(1-methyl-1H-pyrazol-4-yl)phenyl)cyclopropyl)-2-methyl-5-(4-methylpiperazin-1-yl)benzamide C(C)(C)N1N=CC(=C1)C=1C=C(C=C(C1)C=1C=NN(C1)C)C1(CC1)NC(C1=C(C=CC(=C1)N1CCN(CC1)C)C)=O